COC(C1=C(C(=CC(=C1)Br)NCC)C)=O 5-bromo-3-(ethylamino)-2-methylbenzoic acid methyl ester